CC1(OB(OC1(C)C)C=1C=C(C=CC1)S(=O)(=O)CC(=O)OC(C)(C)C)C tert-Butyl {[3-(4,4,5,5-tetramethyl-1,3,2-dioxaborolan-2-yl)phenyl]sulfonyl}acetate